ClC(C=C(F)F)(F)Cl 3,3-dichloro-1,1,3-trifluoropropene